C(CCCCCCCCC)(=O)OCC=C allyl n-decanoate